BrC=1C=CC2=C(N=C(S2)[C@H]2[C@@H](CN(CC2)C)OC)C1 |r| rac-5-bromo-2-((3S,4R)-3-methoxy-1-methylpiperidin-4-yl)benzo[d]thiazole